ClC1=C(C(=C(C=C1[N+](=O)[O-])C(F)(F)F)Br)[N+](=O)[O-] 4-chloro(bromo)-3,5-dinitrobenzotrifluoride